O[C@H]1CN(CC1)C(CNC(=O)C1=CC2=C(N(C(=N2)NC=2SC3=C(N2)C=CC(=C3)C(F)(F)F)C)C=C1)=O 1-Methyl-2-(6-trifluoromethyl-benzothiazol-2-ylamino)-1H-benzoimidazole-5-carboxylic acid [2-((R)-3-hydroxy-pyrrolidin-1-yl)-2-oxo-ethyl]-amide